5-ethynyl-6-fluoro-4-(8-fluoro-2-{[(2R,7aS)-2-fluorotetrahydro-1H-pyrrolizin-7a(5H)-yl]methoxy}-4-[4-(methoxymethyl)-1H-1,2,3-triazol-1-yl]pyrido[4,3-d]pyrimidin-7-yl)naphthalen-2-ol C(#C)C1=C2C(=CC(=CC2=CC=C1F)O)C1=C(C=2N=C(N=C(C2C=N1)N1N=NC(=C1)COC)OC[C@]12CCCN2C[C@@H](C1)F)F